COC([C@H](N)CC(C)C)=O D-leucine methyl ester